C1(CC12CNCC2)C(=O)O 5-azaspiro[2.4]heptane-1-formic acid